C(C1=CC=CC=C1)N1C[C@@H]([C@@H](CC1)CO)F ((3r,4s)-1-benzyl-3-fluoropiperidin-4-yl)methanol